ClC=1C(=C(OC2CCC(CC2)CCN2N=C(C3=C2CCC3)C(=O)N3C[C@H](O[C@H](C3)C)C)C=CC1)C (1-(2-((1s,4S)-4-(3-chloro-2-methylphenoxy)cyclohexyl)ethyl)-1,4,5,6-tetrahydrocyclopenta[c]pyrazol-3-yl)((2R,6S)-2,6-dimethylmorpholino)methanone